C1(CCCCC1)C1C2C3C4C=CC(C3C(C1)C2)C4 8-cyclohexyl-tetracyclo[4.4.0.12,5.17,10]dodec-3-ene